2-[[(1R)-1-[2-(3,3-dimethylpyrrolidin-1-yl)-3,6-dimethyl-4-oxo-quinazolin-8-yl]ethyl]amino]benzoic acid CC1(CN(CC1)C1=NC2=C(C=C(C=C2C(N1C)=O)C)[C@@H](C)NC1=C(C(=O)O)C=CC=C1)C